C(CCC)OC=1C(C(C1OCCCC)=O)=O 3,4-dibutoxy-3-cyclobutene-1,2-dione